2-(1-(2-(Trifluoromethyl)pyridin-4-yl)azetidin-3-yl)acetyl chloride FC(C1=NC=CC(=C1)N1CC(C1)CC(=O)Cl)(F)F